CN(C(=O)C1CCS(CC1)(=O)=O)[C@H](C(F)(F)F)C1=CC=C(C=C1)N1CCC(C2=C3C(=NC=C12)C=CC(=N3)OC)O N-methyl-1,1-dioxo-N-[(1S)-2,2,2-trifluoro-1-[4-(10-hydroxy-2-methoxy-9,10-dihydro-8H-pyrido[2,3-f][1,7]naphthyridin-7-yl)phenyl]ethyl]thiane-4-carboxamide